COC(C1=C(C=C(C=C1F)C1CC1)OC(F)F)=O 4-cyclopropyl-2-(difluoromethoxy)-6-fluorobenzoic acid methyl ester